C(C)(C)(C)C=1C=C(CN(C(CN(S(=O)(=O)C2=C(C(=C(C(=C2)F)F)F)F)CC2=C(C=CC(=C2)F)C#N)=O)C2=C(C=C(C(=O)O)C=C2)OCC)C=C(C1)C1CC1 4-(N-(3-(tert-butyl)-5-cyclopropylbenzyl)-2-(N-(2-cyano-5-fluorobenzyl)-2,3,4,5-tetrafluorophenylsulfonamido)acetamido)-3-ethoxybenzoic acid